C(C)(C)(C)OC(=O)N1C(C=2C(C(C1)O)=CN(N2)C(C2=CC=CC=C2)(C2=CC=CC=C2)C2=CC=CC=C2)C(=O)O 6-(tert-butoxycarbonyl)-4-hydroxy-2-trityl-4,5,6,7-tetrahydro-2H-pyrazolo[3,4-c]Pyridine-7-carboxylic acid